CC=1NCC(C(N1)C(=O)O)O 1,4,5,6-tetrahydro-2-methyl-5-hydroxyl-4-pyrimidinecarboxylic acid